3-(6-((3S,4S)-4-((3,9-diazaspiro[5.5]undecan-3-yl)methyl)-3-methylpiperidin-1-yl)-7-fluoro-1-methyl-1H-indazol-3-yl)piperidine-2,6-dione C1CN(CCC12CCNCC2)C[C@@H]2[C@@H](CN(CC2)C2=CC=C1C(=NN(C1=C2F)C)C2C(NC(CC2)=O)=O)C